p-hydroxy-α-phenylstyrene OC1=CC=C(C(=C)C2=CC=CC=C2)C=C1